COC=1C=C2C(=CC=NC2=CC1OC)OC1=CC=C(C=C1)NC(=O)C1(CC1)C(=O)NC1=CC=C(C=C1)F N-(4-{[6,7-Bis(methyloxy)quinolin-4-yl]oxy}phenyl)-N'-(4-fluorophenyl)cyclopropane-1,1-dicarboxamide